(2S,4r)-1-[(2S)-3,3-dimethyl-2-[4-(4-methylsulfanylphenyl)triazol-1-yl]butyryl]-4-hydroxy-N-methyl-pyrrolidine-2-carboxamide CC([C@@H](C(=O)N1[C@@H](C[C@H](C1)O)C(=O)NC)N1N=NC(=C1)C1=CC=C(C=C1)SC)(C)C